(R)-4-(6-cyano-1-methyl-2-oxo-1,2-dihydro-1,5-naphthyridin-4-yl)-3-ethylpiperazine-1-carboxylic acid tert-butyl ester C(C)(C)(C)OC(=O)N1C[C@H](N(CC1)C1=CC(N(C2=CC=C(N=C12)C#N)C)=O)CC